O1CCN(CC1)C1=CC(=NC=N1)N1CC(CC1)NC1=CC=C2C=CN(C2=C1)C(=O)OC(C)(C)C tert-butyl 6-((1-(6-morpholinopyrimidin-4-yl) pyrrolidin-3-yl) amino)-1H-indole-1-carboxylate